CN1C(CCC2=CC(=CC=C12)C=1C=C(C=NC1)CNC(=O)C1=NC=CC=C1F)=O 3-Fluoro-pyridine-2-carboxylic acid [5-(1-methyl-2-oxo-1,2,3,4-tetrahydro-quinolin-6-yl)-pyridin-3-ylmethyl]-amide